CC=1OC(=CN1)C1CCC(CC1)NC(OC(C)(C)C)=O tert-butyl (4-(2-methyloxazol-5-yl)cyclohexyl)carbamate